ClC1=C(C=C(C=C1)NC(=O)N1C(=CC2=C(C=CC=C12)F)C)C(F)(F)F N-(4-chloro-3-(trifluoromethyl)phenyl)-4-fluoro-2-methyl-1H-indole-1-carboxamide